[Si](C1=CC=CC=C1)(C1=CC=CC=C1)(C(C)(C)C)O[C@H]1CC(NC1)=O (4S)-4-[tert-butyl(diphenyl)silyl]oxypyrrolidin-2-one